C(C)OC1=C(C(=O)NS(=O)(=O)N2CCCCC2)C=CC(=C1F)C(=O)N1CC2=C(CC1)C=1C(=CC(=C(C1OC2=O)C)N2C[C@@H](N(CC2)C)COC)C (R)-2-ethoxy-3-fluoro-4-(8-(3-(methoxymethyl)-4-methylpiperazin-1-yl)-7,10-dimethyl-5-oxo-1,3,4,5-tetrahydro-2H-chromeno[3,4-c]pyridine-3-carbonyl)-N-(piperidin-1-ylsulfonyl)benzamide